FC(OC1=CC=C(C=C1)C1=CN=C2N1C=CN=C2NC2=CC(=C(C(=O)NCCOCCN1C(OCC1=O)=O)C=C2)C)F 4-((3-(4-(difluoromethoxy)phenyl)imidazo[1,2-a]pyrazin-8-yl)amino)-N-(2-(2-(2,4-dioxooxazolidin-3-yl)ethoxy)ethyl)-2-methylbenzamide